fluoro-[1,1'-biphenyl]-4-amine FC1=C(C=CC(=C1)N)C1=CC=CC=C1